(5-([(TERT-BUTOXYCARBONYL)AMINO]METHYL)PYRIDIN-3-YL)BORONIC ACID C(C)(C)(C)OC(=O)NCC=1C=C(C=NC1)B(O)O